CC/C=C\\C/C=C\\CC(/C=C/C=C\\C/C=C\\C/C=C\\CCC(=O)[O-])OO The molecule is a polyunsaturated fatty acid anion that is the conjugate base of 14-HPDHE, obtained by deprotonation of the carboxy group; major species at pH 7.3. It is a hydroperoxy fatty acid anion, a long-chain fatty acid anion, a polyunsaturated fatty acid anion and a HPDHE(1-). It derives from a (4Z,7Z,10Z,13Z,16Z,19Z)-docosahexaenoate. It is a conjugate base of a 14-HPDHE.